4-(1-(1-(cyclopropylsulfonyl)piperidin-4-yl)-1H-pyrazol-4-yl)-7-isopropyl-11-oxo-2,6,7,11-tetrahydro-1H-furo[2,3-H]pyrido[2,1-a]isoquinoline-10-carboxylic acid C1(CC1)S(=O)(=O)N1CCC(CC1)N1N=CC(=C1)C1=CC=2CC(N3C(C2C2=C1OCC2)=CC(C(=C3)C(=O)O)=O)C(C)C